trans-tert-butyl ((1r,4r)-4-aminocyclohexyl)carbamate N[C@@H]1CC[C@H](CC1)NC(OC(C)(C)C)=O